Xenon ozone O=[O+][O-].[Xe]